N-[4-tert-butyl-2-(5-fluoro-3-pyridinyl)pyrimidin-5-yl]-2-methyl-propionamide C(C)(C)(C)C1=NC(=NC=C1NC(C(C)C)=O)C=1C=NC=C(C1)F